N1=C2C(=CC=C1)CN(C2)C2=NC1=C(C=C(C=C1C(N2C)=O)C)C(C)NC2=C(C(=O)OC)C=CC=C2 Methyl 2-((1-(2-(5,7-dihydro-6H-pyrrolo[3,4-b]pyridin-6-yl)-3,6-dimethyl-4-oxo-3,4-dihydroquinazolin-8-yl)ethyl)amino)benzoate